4-((1-(7-methyl-4-oxo-2-(piperidin-1-yl)-4H-pyrido[1,2-a]pyrimidin-9-yl)ethyl)amino)benzoic acid CC=1C=C(C=2N(C(C=C(N2)N2CCCCC2)=O)C1)C(C)NC1=CC=C(C(=O)O)C=C1